C(C)(C)(C)OC(=O)N1C[C@H](CC=C1OS(=O)(=O)C(F)(F)F)C (S)-3-methyl-6-(((trifluoromethyl)sulfonyl)oxy)-3,4-dihydropyridine-1(2H)-carboxylic acid tert-butyl ester